butyl ((5-((5-methoxy-[1,1'-biphenyl]-3-yl)thio)thiazol-2-yl)methyl)carbamate COC=1C=C(C=C(C1)C1=CC=CC=C1)SC1=CN=C(S1)CNC(OCCCC)=O